2-HYDROXY-4-(METHYLTHIO)BUTYRONITRIL OC(C#N)CCSC